2-Methyl-5',6',7',8'-tetrahydro-1H,4'H-spiro[isoquinoline-4,1'-naphthalene]-1,3,4'(2H)-trione CN1C(C2=CC=CC=C2C2(C=CC(C=3CCCCC23)=O)C1=O)=O